ClC=1C2=C(N=CN1)N(C(=C2)Cl)C2=CC=C(C=C2)C2COC(CN2C(=O)OC(C)(C)C)(C)C tert-butyl 5-(4-(4,6-dichloro-7H-pyrrolo[2,3-d]pyrimidin-7-yl)phenyl)-2,2-dimethylmorpholine-4-carboxylate